ClC=1C=C2CCC(OC2=CC1)C(=O)O 6-chlorochromane-2-carboxylic acid